NC1(CN(CC1)C)C(=O)O 3-AMINO-1-METHYLPYRROLIDINE-3-CARBOXYLIC ACID